S1C=C(C=C1)C1(CC1)CCO 2-(1-(thiophen-3-yl)cyclopropyl)ethanol